sulfo-naphthylazo-naphthol S(=O)(=O)(O)C=1C(=C(C2=CC=CC=C2C1)O)N=NC1=CC=CC2=CC=CC=C12